CN1CCC(CC1)C1=NC2=CC=C(C=C2C(N1)=O)C=1C=C2N(C=C(N=C2)C)C1 2-(1-Methylpiperidin-4-yl)-6-(3-methylpyrrolo[1,2-a]pyrazin-7-yl)quinazolin-4(3H)-one